6-(1-(2,2-difluoroethyl)-1H-pyrazolo[3,4-d]pyrimidin-6-yl)-2-(2-(trifluoromethyl)pyridin-4-yl)-2,6-diazaspiro[3.4]octan-7-one FC(CN1N=CC=2C1=NC(=NC2)N2CC1(CN(C1)C1=CC(=NC=C1)C(F)(F)F)CC2=O)F